2-(tert-butyl)-9,10-bis(2-carboxycyclohexyl)carbonyloxyanthracene C(C)(C)(C)C1=CC2=C(C3=CC=CC=C3C(=C2C=C1)OC(=O)C1C(CCCC1)C(=O)O)OC(=O)C1C(CCCC1)C(=O)O